C1(=CC=CC=C1)C1=C(C(=NN=N1)C1=C(C2=C([Se]C3=C2C=CC=C3)C=C1)C1=C(C=CC=C1)C1=CC=CC=C1)C1=C(C=CC=C1)C1=CC=CC=C1 [phenyl(biphenylyl)triazineyl](biphenylyl)dibenzoselenophene